(4-chlorophenyl)(3-[3-{4-(trifluoromethoxy)phenyl}-1,2,4-oxadiazol-5-yl]azetidin-1-yl)methanone ClC1=CC=C(C=C1)C(=O)N1CC(C1)C1=NC(=NO1)C1=CC=C(C=C1)OC(F)(F)F